FC(C1=NN(C=C1C(=O)NC1=C2C(CC(C2=C(C=C1)Cl)(CC)CC)C)C)F 3-difluoromethyl-N-(7-chloro-1,1-diethyl-3-methyl-4-indanyl)-1-methyl-4-pyrazolecarboxamide